1-(difluoromethyl)-4-[(1-ethyl-1H-pyrazol-4-yl)methyl]-1H-pyrazol FC(N1N=CC(=C1)CC=1C=NN(C1)CC)F